2-[3-({5-[(4-methylbenzenesulfonyl)oxy]pentyl}oxy)propoxy]acetic acid CC1=CC=C(C=C1)S(=O)(=O)OCCCCCOCCCOCC(=O)O